C(C)OC(=O)C1(CCOCC1)C1=CC=C(C=C1)Br 4-(4-bromophenyl)tetrahydro-2H-pyran-4-carboxylic acid ethyl ester